NC1=NC=CC=C1C1(NC=2C(=NC(=CC2)C=2C(=NOC2)C)N1)C1=CC(=NC=C1)N 4-(2-(2-Aminopyridin-3-yl)-5-(3-methylisoxazol-4-yl)-3H-imidazo[4,5-b]pyridin-2-yl)pyridin-2-amine